tris(phenylethynyl)vinylsilane C1(=CC=CC=C1)C#CC(=C(C#CC1=CC=CC=C1)C#CC1=CC=CC=C1)[SiH3]